CC(C=C)=C 3-methyl-butadiene